3-benzyl 8-methyl (1R,5S,8r)-3-azabicyclo[3.2.1]octane-3,8-dicarboxylate [C@@H]12CN(C[C@@H](CC1)C2C(=O)OC)C(=O)OCC2=CC=CC=C2